[3-(trifluoromethyl)-1-trityl-pyrazol-4-yl]methanediol FC(C1=NN(C=C1C(O)O)C(C1=CC=CC=C1)(C1=CC=CC=C1)C1=CC=CC=C1)(F)F